N1=C(C=CC=C1)C#CC=1C(OC2=CC(=CC=C2C1C1=CC=CC=C1)C)=O 3-(2-pyridyl)ethynyl-4-phenyl-7-methylcoumarin